FC1=CC=C(C=C1)C1=CC=CN1 5-(4-fluorophenyl)-1H-pyrrole